N1C=CC2=CC=C(C=C12)NC(=O)NC=1C=CC2=C(OCC(N2)=O)C1 1-(1H-indol-6-yl)-3-(3-oxo-3,4-dihydro-2H-benzo[b][1,4]oxazin-7-yl)urea